1-β-hydroxy-ethylamino-2-nitrobenzene OCCNC1=C(C=CC=C1)[N+](=O)[O-]